N-(2,3-dihydroxypropyl)pyridine hexafluorophosphate F[P-](F)(F)(F)(F)F.OC(CN1CC=CC=C1)CO